C(CCCCCCC\C=C/CCCCCCCC)(=O)OCC(C[N+](C)(C)C)OC(CCCCCCC\C=C/CCCCCCCC)=O 1,2-dioleoyloxy-3-trimethylammoniopropane